(R)-4-bromo-2,6-dimethyl-N-(1-phenylethyl)benzamide BrC1=CC(=C(C(=O)N[C@H](C)C2=CC=CC=C2)C(=C1)C)C